Phenyl-p-toluenesulfonate C1(=CC=CC=C1)OS(=O)(=O)C1=CC=C(C)C=C1